Methyl (S)-2'-hydroxy-4'-(2-oxo-3-(pyrrolidin-3-yl)-2,3-dihydro-1H-imidazo[4,5-b]pyridin-1-yl)-[1,1'-biphenyl]-4-carboxylate Hydrochloride Cl.OC1=C(C=CC(=C1)N1C(N(C2=NC=CC=C21)[C@@H]2CNCC2)=O)C2=CC=C(C=C2)C(=O)OC